BrC=1C=C2C(=C(N=CC2=CC1)N)I 6-bromo-4-iodo-isoquinolin-3-amine